NC=1C=CC2=C(C(NS2(=O)=O)=O)C1 5-aminobenzo[d]isothiazol-3(2H)-one 1,1-dioxide